C[C@@H]\\1C[C@@H](OC(=O)C[C@@H](NC(=O)[C@H](N(C(=O)[C@@H](NC(=O)[C@H](C(/C(=C1)/C)O)C)C)C)CC2=C(NC3=CC=CC=C32)Br)C4=CC=C(C=C4)O)C The molecule is a cyclodepsipeptide isolated from Jaspis splendens. A derivative of jaspamide, it has been shown to exhibit cytotoxic and microfilament disruption activity. It has a role as a metabolite, an actin polymerisation inhibitor and an antineoplastic agent. It is a cyclodepsipeptide, a macrocycle, an organobromine compound and a secondary alcohol.